bromoacetaldehyde 5,5-dimethyl-2-cyclopentenyl ethyl acetal C(C)OC(CBr)OC1C=CCC1(C)C